C(C1=CC=CC=C1)OC1=NC(=CC=C1C1=NN(C2=C(N=CC=C21)Cl)C)OCC2=CC=CC=C2 3-(2,6-bis(benzyloxy)pyridin-3-yl)-7-chloro-1-methyl-1H-pyrazolo[3,4-c]pyridine